N-(5-(((2S,4R)-4-([1,2,4]triazolo[1,5-c]pyrimidin-5-yloxy)-2-methylpyrrolidin-1-yl)methyl)-4-fluorothiazol-2-yl)acetamide N=1C=NN2C(=NC=CC21)O[C@@H]2C[C@@H](N(C2)CC2=C(N=C(S2)NC(C)=O)F)C